C(#N)C1=CC=C(CN2N=C(C3=CC=CC=C23)NC(=O)C2=COC=C2)C=C1 N-(1-(4-cyanobenzyl)-1H-indazol-3-yl)furan-3-carboxamide